2-[(4S,6S)-4,6-dimethyl-3-(trifluoromethyl)-5,6-dihydro-4H-cyclopenta[c]pyrazol-2-yl]-1-[(2R,3R)-2-(3-methoxy-2-methyl-phenyl)-3-morpholino-pyrrolidin-1-yl]ethanone C[C@H]1C[C@@H](C2=NN(C(=C21)C(F)(F)F)CC(=O)N2[C@@H]([C@@H](CC2)N2CCOCC2)C2=C(C(=CC=C2)OC)C)C